6-bromo-N-(2-methoxy-4-pyridyl)-1-tetrahydropyran-2-yl-indazol-5-amine BrC1=C(C=C2C=NN(C2=C1)C1OCCCC1)NC1=CC(=NC=C1)OC